F[C@@H]1N2C(N([C@H](CC1)C2)OS(=O)(=O)O)=O (2S,5R)-2-Fluoro-7-oxo-1,6-diazabicyclo[3.2.1]octan-6-yl-hydrogensulfat